(β-aminoethyl)-γ-aminopropylethyldiethoxylsilane NCCCCO[Si](OCC)(CC)CCCN